C(CCCCCCCCCCCCCCCCCCCCCCCCCCCCC)[Si](Cl)(Cl)Cl triacontyl-trichlorosilane